rac-1-ethyl-4-[4-[(2R,5S)-5-methyl-2-piperidyl]phenyl]piperazine C(C)N1CCN(CC1)C1=CC=C(C=C1)[C@@H]1NC[C@H](CC1)C |r|